4-(morpholin-4-yl)aniline N1(CCOCC1)C1=CC=C(N)C=C1